1-(o-tolyl)-N'-((5-(trifluoromethyl)-1H-pyrazole-3-carbonyl)oxy)cyclopropane-1-carboximidamide C1(=C(C=CC=C1)C1(CC1)C(N)=NOC(=O)C1=NNC(=C1)C(F)(F)F)C